((2S,3R,6R)-3-(((5-Chloropyridin-2-yl)amino)methyl)-2,6-dimethylmorpholino)(4-(5-fluoropyrimidin-2-yl)-1-methyl-1H-pyrazol-3-yl)methanone ClC=1C=CC(=NC1)NC[C@@H]1[C@@H](O[C@@H](CN1C(=O)C1=NN(C=C1C1=NC=C(C=N1)F)C)C)C